(cyclopropylsulfonyl)-5-((2-fluorobenzyl)oxy)-2-methylbenzofuran-3-carboxamide C1(CC1)S(=O)(=O)C1=C(C=CC2=C1C(=C(O2)C)C(=O)N)OCC2=C(C=CC=C2)F